FC(C=1C(=C(C=CC1)[C@@H](C)NC1=C2C(=C(N=N1)C)N=CC(=C2)N2CC(C2)O)F)F (R)-1-(5-((1-(3-(difluoromethyl)-2-fluorophenyl)ethyl)amino)-8-methylpyrido[2,3-d]pyridazine-3-yl)azetidin-3-ol